C(CCCCCCCC)(=O)O.C([C@H](O)[C@@H](O)[C@H](O)CO)O xylitol n-nonanoate